Cl.F\C(=C/C(C(F)(F)F)C1=CC(=C(C(=C1)Cl)Cl)Cl)\C1=CC(=C(C(=O)NN)C=C1)C(F)(F)F (Z)-4-(1,4,4,4-tetrafluoro-3-(3,4,5-trichlorophenyl)but-1-en-1-yl)-2-(trifluoromethyl)benzoyl-hydrazine hydrochloride